CS(=O)(=O)OC1CCN(CC1)C(=O)OCCCC butyl 4-methylsulfonyloxypiperidine-1-carboxylate